ClC1=C(C=2N=C(N=C(C2C=N1)N1CC2CC(C(C1)C2)O)OC[C@]21CCCN1C[C@@H](C2)F)F 3-(7-chloro-8-fluoro-2-(((2R,7aS)-2-fluorohexahydro-1H-pyrrolizin-7a-yl)methoxy)pyrido[4,3-d]pyrimidin-4-yl)-3-azabicyclo[3.2.1]octan-6-ol